ClC=1C=C2C(=NC1)NN(C2=O)[C@H](C)C2CCC(CC2)C2=CC=NC1=CC=C(C=C21)F 5-chloro-2-((R)-1-((1s,4S)-4-(6-fluoroquinolin-4-yl)cyclohexyl)ethyl)-1,2-dihydro-3H-pyrazolo[3,4-b]pyridin-3-one